2,2,3,3,3-pentafluoropropyl ethyl carbonate C(OCC(C(F)(F)F)(F)F)(OCC)=O